NC1=NC=2C=NC(=CC2C2=C1COC2)C(=O)N2[C@H](COCC2)C2=C(C=C(C=C2F)Br)F (4-amino-1,3-dihydrofuro[3,4-c][1,7]naphthyridin-8-yl)((3S)-3-(4-bromo-2,6-difluorophenyl)-4-morpholinyl)methanone